N-hydroxy-1'-(4-methyltetrahydro-2H-pyran-4-carbonyl)spiro[chromane-2,4'-piperidine]-8-carboxamide ONC(=O)C=1C=CC=C2CCC3(CCN(CC3)C(=O)C3(CCOCC3)C)OC12